5-(4-amino-2-methoxyphenyl)-2,7-dimethyl-7H-pyrrolo[2,3-d]pyrimidin-4-amine NC1=CC(=C(C=C1)C1=CN(C=2N=C(N=C(C21)N)C)C)OC